ClC=1N=C(C2=C(N1)N=CC=C2)OCC2=C(C=C(C=C2)C=2N(C=C(N2)C(F)(F)F)C)OC 2-chloro-4-((2-methoxy-4-(1-methyl-4-(trifluoromethyl)-1H-imidazol-2-yl)benzyl)oxy)pyrido[2,3-d]pyrimidine